NC(CCC[C@H](N)C(=O)O)=O 6-amino-6-oxonorleucine